CC(C)(C)C1=CC2=C(C=C1)C3=NC4=C5C=C(C=CC5=C6N4[Si](N7C(=NC2=N3)C8=C(C7=NC9=NC(=N6)C1=C9C=CC(=C1)C(C)(C)C)C=C(C=C8)C(C)(C)C)(O)O)C(C)(C)C Silicon 2,9,16,23-tetra-tert-butyl-29H,31H-phthalocyanine dihydroxide